CC1=C(C=NC=C1)OCC1=CC=C(OC2CN(C2)C=2C(=C(C(=O)O)C=CC2)N2C=CC=C2)C=C1 3-(3-(4-((4-methylpyridine-3-yloxy)methyl)phenoxy)azetidin-1-yl)-2-(1H-pyrrol-1-yl)benzoic acid